C1=CC=CC=2C3=CC=CC=C3C(C12)COC(NCCOCCOCCOCCOCCC(=O)NCC(=O)NCC(=O)N[C@@H](CC1=CC=CC=C1)C(=O)OC(C)(C)C)=O tert-butyl (1-(9H-fluoren-9-yl)-3-oxo-2,7,10,13,16-pentaoxa-4-azanonadecan-19-oyl)glycylglycyl-L-phenylalaninate